N-(2-(1-((3-(2,4-dioxotetrahydropyrimidin-1(2H)-yl)pyridin-4-yl)methyl)piperidin-4-yl)-5-(2-hydroxypropan-2-yl)benzo[d]thiazol-6-yl)-6-(trifluoromethyl)nicotinamide O=C1N(CCC(N1)=O)C=1C=NC=CC1CN1CCC(CC1)C=1SC2=C(N1)C=C(C(=C2)NC(C2=CN=C(C=C2)C(F)(F)F)=O)C(C)(C)O